6-ethyl-methyl-phenyl ether C(C)C1=CC=CC(=C1OC1=C(C=CC=C1CC)C)C